(2S)-1-tert-butoxycarbonyl-4-[3-[4-(2,4-dioxohexahydropyrimidin-1-yl)-8-isoquinolyl]allyl]piperazine-2-carboxylic acid C(C)(C)(C)OC(=O)N1[C@@H](CN(CC1)CC=CC=1C=CC=C2C(=CN=CC12)N1C(NC(CC1)=O)=O)C(=O)O